FC=1C=NC(=NC1)C=1C=C(C=CC1C)NC(=O)N1C2CCCC2C1 N-[3-(5-fluoropyrimidin-2-yl)-4-methylphenyl]-6-azabicyclo[3.2.0]heptane-6-carboxamide